N(=[N+]=[N-])C1=NC(=CN=C1)N1CCC(CC1)(F)F 2-azido-6-(4,4-difluoro-1-piperidinyl)pyrazine